(R)-N-(8,9-Difluoro-6-oxo-1,4,5,6-tetrahydro-2H-pyrano[3,4-c]isoquinolin-1-yl)-4-ethyl-3-fluoro-N-methylbenzamide FC=1C(=CC=2C3=C(NC(C2C1)=O)COC[C@@H]3N(C(C3=CC(=C(C=C3)CC)F)=O)C)F